FC(CN1N=CC=2C1=NC(=CN2)NC2C[C@@H]1[C@@H](CN(C1)C1=NC=C(N=C1)C(F)(F)F)C2)F 1-(2,2-difluoroethyl)-N-((3aR,5s,6aS)-2-(5-(trifluoromethyl)pyrazin-2-yl)octahydrocyclopenta[c]pyrrol-5-yl)-1H-pyrazolo[3,4-b]pyrazin-6-amine